C(#N)[C@@H](C[C@H]1C(NCCC1)=O)NC(=O)[C@H]1N([C@H]2CC([C@@H]1CC2)(F)F)C([C@H](CC2CC2)NC=2C=NC=C(C2)C)=O (1R,3S,4R)-N-((R)-1-cyano-2-((S)-2-oxopiperidin-3-yl)ethyl)-2-((S)-3-cyclopropyl-2-((5-methylpyridin-3-yl)amino)propanoyl)-5,5-difluoro-2-azabicyclo[2.2.2]octane-3-carboxamide